OCCN(C1=CC=CC=C1)CCO N,N-bis(2-hydroxyethyl)-aniline